BrC=1C=C(C=C(C(=O)[O-])C1)C(=O)[O-] 5-bromoisophthalic acid anion